tert-butyl 3-[4-[[(1R)-1-[3-(difluoromethyl)-2-fluoro-phenyl]ethyl]amino]-2-methyl-1,7-dioxo-pyrido[3,4-d]pyridazin-6-yl]-3-(trifluoromethyl)pyrrolidine-1-carboxylate FC(C=1C(=C(C=CC1)[C@@H](C)NC1=NN(C(C=2C1=CN(C(C2)=O)C2(CN(CC2)C(=O)OC(C)(C)C)C(F)(F)F)=O)C)F)F